(3S)-5-cyclohexyl-3-{[5-(2,6-dimethoxyphenyl)-1-(4-fluorophenyl)-1H-pyrazol-3-yl]formamido}pentanoic acid C1(CCCCC1)CC[C@@H](CC(=O)O)NC(=O)C1=NN(C(=C1)C1=C(C=CC=C1OC)OC)C1=CC=C(C=C1)F